CN(C(CCOCCCCCCC)=O)C N,N-dimethyl-β-heptoxypropionamide